FC1(CC(C1)(C)NCC1=CC(=C2CN(C(C2=C1)=O)C1=CC(=CC=C1)C1(CC(C1)OC)C1=NN=CN1C)C(F)(F)F)F 6-(((3,3-difluoro-1-methylcyclobutyl)amino)methyl)-2-(3-((1r,3r)-3-methoxy-1-(4-methyl-4H-1,2,4-triazol-3-yl)cyclobutyl)phenyl)-4-(trifluoromethyl)isoindolin-1-one